C(CCCCCCCCCCC)OC(COCCOCCO)O lauroxytriethylene glycol